CC1(CC=C(CC1)C1=NC(=CC=C1NC(OC(C)(C)C)=O)N1CC(NC(C1)(C)C)(C)C)C tert-butyl N-[2-(4,4-dimethylcyclohexen-1-yl)-6-(3,3,5,5-tetramethylpiperazin-1-yl)-3-pyridyl]carbamate